2-[(3-bromo-6-quinolinyl)oxy]-N-(1,1-dimethylethyl)butanamide BrC=1C=NC2=CC=C(C=C2C1)OC(C(=O)NC(C)(C)C)CC